C1(CC2C(CC1)O2)CCCC[Si](OC)(OC)OC (3,4-epoxycyclohexyl)butyltrimethoxysilane